(S)-benzyl 2-oxooxazolidine-4-carboxylate O=C1OC[C@H](N1)C(=O)OCC1=CC=CC=C1